O=C1NC2(CCC2)C(N1C1CC2(CC(C2)OC2=NC=CC=C2C(=O)N)C1)=O 2-{[(αR)-6-{6,8-dioxo-5,7-diaza-spiro[3.4]octan-7-yl}spiro[3.3]-heptan-2-yl]oxy}-pyridine-3-carboxamide